5-(1-(2,2-difluoroethyl)-1H-benzo[d]imidazol-6-yl)-6-fluoro-N-((3R,4R)-3-fluoro-1-(oxetan-3-yl-3-d)piperidin-4-yl)-4-methoxypyrrolo[2,1-f][1,2,4]triazin-2-amine FC(CN1C=NC2=C1C=C(C=C2)C=2C(=CN1N=C(N=C(C12)OC)N[C@H]1[C@@H](CN(CC1)C1(COC1)[2H])F)F)F